C(C=C)(=O)N[C@@H]1[C@@H](CCC1)NC(=O)C=1SC=2N=CC=C3N(C(NC1C23)=O)C2=NC=C(C=C2)OC=2C=NC=NC2 N-((1R,2S)-2-Acrylamidocyclopentyl)-4-oxo-5-(5-(pyrimidin-5-yloxy)pyridin-2-yl)-4,5-dihydro-3H-1-thia-3,5,8-triazaacenaphthylene-2-carboxamide